C(=O)O.C1OCCN2[C@H]1CN(CC2)C2=CC=C1C(=NN=C(C1=C2)N[C@H](C)C=2C(=C(C#N)C=CC2)C)C 3-((R)-1-((7-((S)-hexahydropyrazino[2,1-c][1,4]oxazin-8(1H)-yl)-4-methylphthalazin-1-yl)amino)ethyl)-2-methylbenzonitrile Formate salt